COC=1N=CC(=NC1C)C(=O)O 5-methoxy-6-methylpyrazine-2-carboxylic acid